3-((dimethylamino)methylene)-dihydrofuran-2(3H)-one CN(C)C=C1C(OCC1)=O